3-(trifluoromethyl)piperazin FC(C1CNCCN1)(F)F